methyl 4'-chloro-2'-fluoro-[1,1'-biphenyl]-4-carboxylate ClC1=CC(=C(C=C1)C1=CC=C(C=C1)C(=O)OC)F